4-chloro-N-(3,3,3-trifluoro-2,2-dihydroxypropyl)benzamide ClC1=CC=C(C(=O)NCC(C(F)(F)F)(O)O)C=C1